2-((7-(2-(4-chloro-2-fluorophenyl)-2-methylbenzo[d][1,3]dioxolan-4-yl)-2,3-dihydrobenzofuran-4-yl)methyl)-1-(((S)-oxetane-2-yl)methyl)-1H-benzo[d]imidazole-6-carboxylic acid ClC1=CC(=C(C=C1)C1(OC2=C(O1)C=CC=C2C2=CC=C(C=1CCOC12)CC1=NC2=C(N1C[C@H]1OCC1)C=C(C=C2)C(=O)O)C)F